pyrimidin-4-yl piperazine-1-carboxylate N1(CCNCC1)C(=O)OC1=NC=NC=C1